1-(4-chloro-benzyl)-3-(4-(1-(methyl-sulfonyl)pyrrolidin-3-yl)phenyl)urea ClC1=CC=C(CNC(=O)NC2=CC=C(C=C2)C2CN(CC2)S(=O)(=O)C)C=C1